FC([C@@](CN1N=CC(=C1)C1=NC(=NC=C1C(F)(F)F)NC1CCN(CC1)S(=O)(=O)C)(O)C)(F)F |r| (±)-1,1,1-Trifluoro-2-methyl-3-(4-(2-((1-(methylsulfonyl)piperidin-4-yl)amino)-5-(trifluoromethyl)pyrimidin-4-yl)-1H-pyrazol-1-yl)propan-2-ol